(S)-5-((2-bromophenyl)oxy)-N-(1-((2-(5-hydroxy-1H-indol-3-yl)ethyl)amino)-1-oxo-3-phenylpropane-2-yl)-4-oxo-4H-chromen-2-carboxamide BrC1=C(C=CC=C1)OC1=C2C(C=C(OC2=CC=C1)C(=O)N[C@H](C(=O)NCCC1=CNC2=CC=C(C=C12)O)CC1=CC=CC=C1)=O